(1S)-2,3-dihydro-1H-indene C1CCC2=CC=CC=C12